(2E,4E)-N-isobutyl-13-phenyltrideca-2,4-dienamide C(C(C)C)NC(\C=C\C=C\CCCCCCCCC1=CC=CC=C1)=O